BrC1=CC=C(/C=C/C=2OC=C(N2)CCl)C=C1 (E)-2-(4-bromostyryl)-4-(chloromethyl)oxazole